CC(C(=O)OCN1C(N(C=2N=CN(C2C1=O)C1=CC=C(C=C1)Cl)COC(C(C)(C)C)=O)=O)(C)C [7-(4-chlorophenyl)-3-[[(2,2-dimethylpropanoyl)oxy]methyl]-2,6-dioxopurin-1-yl]methyl 2,2-dimethylpropanoate